5-(pyridin-4-yl)-N-(4-((tetrahydro-2H-pyran-4-yl)oxy)pyridin-2-yl)thiazolo[5,4-b]pyridin-2-amine N1=CC=C(C=C1)C1=CC=C2C(=N1)SC(=N2)NC2=NC=CC(=C2)OC2CCOCC2